2-dimethylamino-4-cyano-1,3-dimethylimidazolinium CN(C1[NH+](CC(N1C)C#N)C)C